3-((5-(1H-tetrazol-5-yl)-4'-(trifluoromethyl)-[1,1'-biphenyl]-3-yl)amino)-4-hydroxycyclobut-3-ene-1,2-dione N1N=NN=C1C=1C=C(C=C(C1)C1=CC=C(C=C1)C(F)(F)F)NC=1C(C(C1O)=O)=O